5-(2-methoxyphenyl)cyclohexane COC1=C(C=CC=C1)C1CCCCC1